N-[2-(2-Aminoethoxy)ethyl]-4-[[3-(2,3-difluoro-4-prop-2-ynoxy-phenyl)imidazo[1,2-a]pyrazin-8-yl]amino]-2-ethyl-benzamide NCCOCCNC(C1=C(C=C(C=C1)NC=1C=2N(C=CN1)C(=CN2)C2=C(C(=C(C=C2)OCC#C)F)F)CC)=O